CC1CC2NC=3C=C4C(=CC3C(C2CC1)(C)C)NC1=CC=CC=C1C4=O 3,14,14-trimethyl-2,3,4,4a,5,12,14,14a-octahydroquinolino[2,3-b]acridin-7(1H)-one